2-(5,10,12,16-tetrahydroxy-6,7,8-trimethoxy-3-methyl-1,9,14-trioxo-9,14-dihydro-1H-2-aza-hexaphen-2-yl)-3-(2-amino-1-methyl-imidazol-4-yl)-propionic acid OC1=C2C=C(N(C(C2=C(C2=C3C=C4C(C5=CC(=CC(=C5C(C4=C(C3=C(C(=C12)OC)OC)OC)=O)O)O)=O)O)=O)C(C(=O)O)CC=1N=C(N(C1)C)N)C